CC1=NCCC1 methylazoline